ClC=1C=C2C(=NN1)NC[C@@]1(N2C[C@@H](C1)O)CC (6aR,8R)-2-Chloro-6a-ethyl-5,6,6a,7,8,9-hexahydropyrrolo[1',2':4,5]pyrazino[2,3-c]pyridazin-8-ol